9-(4-chloro-2-fluoro-phenyl)-7-[(2S,4R)-2-(1-cyclopropylpyrazol-4-yl)tetrahydropyran-4-yl]-2,3-dimethyl-pyrido[1,2-a]pyrimidin-4-one ClC1=CC(=C(C=C1)C1=CC(=CN2C1=NC(=C(C2=O)C)C)[C@H]2C[C@H](OCC2)C=2C=NN(C2)C2CC2)F